4-(4-cyanobenzylidene)-2-(4-chlorostyryl)oxazol-5(4H)-one C(#N)C1=CC=C(C=C2N=C(OC2=O)C=CC2=CC=C(C=C2)Cl)C=C1